(±)-1-(4-methyl-3-(2,2,2-trifluoroethoxy)phenyl)ethan-1-amine CC1=C(C=C(C=C1)[C@@H](C)N)OCC(F)(F)F |r|